ClC1=CC=C(C=C1)C1=CC2=C(N=C(S2)NC(=O)C2C(C3C=CC2C3)C(=O)O)C=C1 3-[[6-(4-chlorophenyl)-1,3-benzothiazol-2-yl]carbamoyl]bicyclo[2.2.1]hept-5-ene-2-carboxylic acid